CC1=CC=CC2=C(C3=CC=CC=C3C(=C12)OC(=O)C1C(C2C=CC1C2)C(=O)O)OC(=O)C2C(C1C=CC2C1)C(=O)O 1-methyl-9,10-bis[2-carboxy(3,6-methano-4-cyclohexenyl)]carbonyloxyanthracene